2-(5-fluoropyridin-2-yl)-6-isopropyl-3-(1H-pyrazolo[3,4-b]pyridin-4-yl)-6,7-dihydro-4H-pyrazolo[5,1-c][1,4]oxazine FC=1C=CC(=NC1)C1=NN2C(COC(C2)C(C)C)=C1C1=C2C(=NC=C1)NN=C2